Cholesterol vaccenoate C(CCCCCCCCC\C=C\CCCCCC)(=O)O[C@@H]1CC2=CC[C@H]3[C@@H]4CC[C@H]([C@@H](CCCC(C)C)C)[C@]4(CC[C@@H]3[C@]2(CC1)C)C